methyl 5-fluoro-7-methylene-6,7-dihydro-5H-cyclopenta[b]pyridine-5-carboxylate FC1(CC(C2=NC=CC=C21)=C)C(=O)OC